NC=1C=CC(=C(C1)O)N1N=C2C(=N1)C=CC(=C2)Cl 5-amino-2-(5-chloro-2H-benzotriazol-2-yl)phenol